N1(CCNCC1)C(=O)[O-] piperazin-1-carboxylat